3-(5-(1-((2-(trimethylsilyl)ethoxy)methyl)-1H-1,2,4-triazol-5-yl)pyridin-3-yl)phenyl cyclohexylcarbamate C1(CCCCC1)NC(OC1=CC(=CC=C1)C=1C=NC=C(C1)C1=NC=NN1COCC[Si](C)(C)C)=O